N-phenyl-N-p-tolyl-benzidine C1(=CC=CC=C1)N(C1=CC=C(C=C1)C1=CC=C(N)C=C1)C1=CC=C(C=C1)C